octadecatrien-9,11,13-trien-1-ol C(=CC=CC=CCCC=CC=CC=CCCCC)O